BrC(=C[C-]1C=CC=C1)Br.[CH-]1C=CC=C1.[Fe+2] (2,2-dibromovinyl)-ferrocene